C(C)C(CN1CCOCC1)(CN1CCOCC1)[N+](=O)[O-] 4,4'-(2-ethyl-2-nitrotrimethylene)-dimorpholine